O=NC(=O)C1=CNC2=CC=CC=C2C1=O oxo-4-oxo-1,4-dihydro-quinoline-3-carboxamide